C(C)OC(/C(=C/[C@@H](N(C([C@@H](NC(C(N(C(OC(C)(C)C)=O)C)C(C)(C)C1=CC=C(C=C1)O)=O)C(C)(C)C)=O)C)C(C)C)/C)=O (9S,12S,E)-9-(tert-butyl)-6-(2-(4-hydroxyphenyl)propan-2-yl)-12-isopropyl-2,2,5,11,14-pentamethyl-4,7,10-trioxo-3-oxa-5,8,11-triaza-pentadec-13-en-15-oic acid ethyl ester